S1C(CCC1)C1SCCC1 tetrahydrothiophenyl-(tetrahydrothiophene)